COC(C1=CN=C(C=C1)C1=CC(=CC=C1)C)=O 6-(3-methylphenyl)nicotinic acid methyl ester